C(C)C=1C=CC(=NC1)CCOC1=CC=C(C[C@@H]2C(NC(S2)=O)=O)C=C1 |r| (RS)-5-{p-[2-(5-Ethyl-2-pyridyl)ethoxy]benzyl}-2,4-thiazolidindion